CC1=C(C=C(C(=C1)OC1=CC=CC=C1)C)N=CN(C)CC N'-(2,5-dimethyl-4-phenoxyphenyl)-N-ethyl-N-methyl-formamidine